CN1C(C(=CC(=C1)C=1C=CC2=C(N(C(=N2)C2(CCOCC2)C)CCOC(F)(F)F)C1)C)=O 1,3-dimethyl-5-(2-(4-methyltetrahydro-2H-pyran-4-yl)-1-(2-(trifluoromethoxy)ethyl)-1H-benzo[d]imidazol-6-yl)pyridin-2(1H)-one